CC=CC1=CC=CC=C1 β-methyl-styrene